(3-(5-chloro-2-methoxyphenyl)-2-oxo-6-(trifluoromethyl)indolin-3-yl)acetic acid ClC=1C=CC(=C(C1)C1(C(NC2=CC(=CC=C12)C(F)(F)F)=O)CC(=O)O)OC